(4-bromobutyl)-triphenylphosphine bromide [Br-].BrCCCCC1=C(C=CC=C1)P(C1=CC=CC=C1)C1=CC=CC=C1